4-((5-Chloro-7-(2-((5-fluoro-2,6-dioxo-3-(2,2,2-trifluoroethyl)-3,6-diHydropyrimidin-1(2H)-yl)methyl)thieno[3,2-b]pyridin-7-yl)-1H-indol-1-yl)methyl)piperidine-4-carbonitrile ClC=1C=C2C=CN(C2=C(C1)C1=C2C(=NC=C1)C=C(S2)CN2C(N(C=C(C2=O)F)CC(F)(F)F)=O)CC2(CCNCC2)C#N